C(#N)CC(C)(C)C1=C(C2=C(C=C3C=NNC3=C2)N1C1=CC(=C(C=C1)F)F)[C@@H]1CC[C@H](CC1)C(=O)O trans-4-[6-(2-cyano-1,1-dimethyl-ethyl)-5-(3,4-difluorophenyl)-1H-pyrrolo[2,3-f]indazol-7-yl]cyclohexanecarboxylic acid